NC=1C=CC(=C(C1)S(=O)(=O)N)C=1C=NN(C1)C(C)(C)C 5-Amino-2-(1-tert-butyl-1H-pyrazol-4-yl)benzenesulfonamide